FC1=C(C=C(C=C1)NC(=O)C1=C(N(C(=C1C)C(C(=O)N[C@H]1[C@H]2CC[C@@H]([C@H]1CO)C2)=O)C)C)C N-(4-fluoro-3-methylphenyl)-5-(2-(((1S,2S,3R,4R)-3-(hydroxymethyl)bicyclo[2.2.1]heptan-2-yl)amino)-2-oxoacetyl)-1,2,4-trimethyl-1H-pyrrole-3-carboxamide